2-(6-bromohexyl)oxirane BrCCCCCCC1OC1